B(O)(O)O.OC(C)(C)C(C)(C)O.OC(C)(C)C(C)(C)O dipinacol borate